C(=O)O.NC1=CN=NC2=CC(=CC=C12)C=1C(=CC(=C(C1)B(O)O)COC)OC [5-(4-AMINOCINNOLIN-7-YL)-4-METHOXY-2-(METHOXYMETHYL)PHENYL]BORONIC ACID FORMIC ACID SALT